O.O.O.[Na+].[Na+].P([O-])(=O)(OP(=O)([O-])OP(=O)(O)O)OC[C@@H]1[C@H]([C@H]([C@@H](O1)N1C=NC=2C(N)=NC=NC12)O)O adenosine 5'-triphosphate disodium salt trihydrate